4-acetoxyphenyl-methyl-benzylsulfonium hexafluoroantimonate F[Sb-](F)(F)(F)(F)F.C(C)(=O)OC1=CC=C(C=C1)[S+](CC1=CC=CC=C1)C